CC1CCCC=2C(NC(NC12)=O)=O 8-methyl-5,6,7,8-tetrahydroquinazoline-2,4(1H,3H)-dione